(4-(Cyclopropanecarbonyl)piperazin-1-yl)(6,7-dimethoxy-4-(1,4-dioxa-8-azaspiro[4.5]decan-8-yl)quinolin-3-yl)methanone C1(CC1)C(=O)N1CCN(CC1)C(=O)C=1C=NC2=CC(=C(C=C2C1N1CCC2(OCCO2)CC1)OC)OC